3-cyclopropyl-N-[(2E)-1-methyl-4-oxoimidazolidin-2-ylidene]-4-({3-[(propan-2-yl)carbamoyl]phenyl}amino)benzamide C1(CC1)C=1C=C(C(=O)/N=C\2/N(CC(N2)=O)C)C=CC1NC1=CC(=CC=C1)C(NC(C)C)=O